3-(1-oxo-5-(((1S,2S)-2-(3-(piperidin-2-yl)azetidin-1-yl)cyclohexyl)oxy)isoindolin-2-yl)piperidine-2,6-dione O=C1N(CC2=CC(=CC=C12)O[C@@H]1[C@H](CCCC1)N1CC(C1)C1NCCCC1)C1C(NC(CC1)=O)=O